N[C@H](CC)C1=C2C=C(N=CC2=C(C=C1)OC1CN(C1)C(=O)[C@H]1[C@H](C1)F)NC1=CC=C2C(=N1)[C@H](C(OC2=O)(C)C)C (R)-2-((5-((R)-1-Aminopropyl)-8-((1-((1S,2S)-2-fluorocyclopropane-1-carbonyl)azetidin-3-yl)oxy)isoquinolin-3-yl)amino)-7,7,8-trimethyl-7,8-dihydro-5H-pyrano[4,3-b]pyridin-5-one